OC1CN(CCC1C(=O)OC)C(=O)OCC1=CC=CC=C1 1-benzyl 4-methyl 3-hydroxypiperidine-1,4-dicarboxylate